BrC1=CC=C(C=N1)OC1=CC=C(C=C1)C(C)(C)C1=CC=C(OC2CC(C2)NC(OC(C)(C)C)=O)C=C1 tert-butyl ((1r,3r)-3-(4-(2-(4-((6-bromopyridin-3-yl)oxy)phenyl)propan-2-yl) phenoxy)cyclobutyl)carbamate